CN1N=CC2=C(C=CC=C12)C1=NN2C(OCCC2)=C1C(=O)O 2-(1-Methylindazol-4-yl)-6,7-dihydro-5H-pyrazolo[5,1-b][1,3]oxazine-3-carboxylic acid